C(C)(C)(C)C1=CC(=CC2=CC=CC=C12)B1OC(C(O1)(C)C)(C)C 2-(4-(tert-butyl)naphthalen-2-yl)-4,4,5,5-tetramethyl-1,3,2-dioxaborolan